N-(2-((2-(dimethylamino)ethyl)(methyl)amino)-4-methoxy-5-((6-(3-(3-(1-methyl-1H-pyrazol-4-yl)phenyl)isoxazolidin-2-yl)pyrimidin-4-yl)amino)phenyl)acrylamide CN(CCN(C1=C(C=C(C(=C1)OC)NC1=NC=NC(=C1)N1OCCC1C1=CC(=CC=C1)C=1C=NN(C1)C)NC(C=C)=O)C)C